3-(thiazol-2-yl)oxetan-3-ol S1C(=NC=C1)C1(COC1)O